FC1=C(C=C(C=C1)C1=NC=CC=C1C=1C=C2C(=NC=NC2=CC1)OCCCN(C)C)C 3-((6-(2-(4-Fluoro-3-methylphenyl)pyridin-3-yl)quinazolin-4-yl)oxy)-N,N-dimethylpropan-1-amine